CCC(CCCC)O Gamma-heptanol